O1N=[C-]C=CC=C1 oxazepineID